(R)-5,8,8-trimethyl-5-(3-(methylsulfonyl)phenyl)-3-(trifluoromethyl)-5,8,9,10-tetrahydropyrido[2,3-b][1,6]naphthyridin-6(7H)-one C[C@]1(C2=C(NC=3CC(NC(C13)=O)(C)C)N=CC(=C2)C(F)(F)F)C2=CC(=CC=C2)S(=O)(=O)C